methyl 3-((4-tert-butylphenyl) benzyl)-5-chlorobenzofuran-2-carboxylate C(C)(C)(C)C1=CC=C(C=C1)C(C1=CC=CC=C1)C1=C(OC2=C1C=C(C=C2)Cl)C(=O)OC